ClC1=CC=C(C(=N1)C(=O)O)N[C@@H](C)C=1C=C(C=C2C(N(C(=NC12)N1C[C@H]([C@H](C1)F)F)C)=O)C 6-chloro-3-(((S)-1-(2-((3R,4S)-3,4-difluoropyrrolidin-1-yl)-3,6-dimethyl-4-oxo-3,4-dihydroquinazolin-8-yl)ethyl)amino)picolinic acid